N1C=C(C2=CC=CC=C12)C1(NC2=CC=CC=C2C1=O)C1=CNC2=CC=CC=C12 2,2-Di(3-indolyl)-3-indolone